Natrium (S)-3-(3'-Chlorobiphenyl-3-yl)-3-(3-(1-methyl-4-oxido-2-oxo-1,2-dihydropyridin-3-yl)ureido)propanoat ClC=1C=C(C=CC1)C1=CC(=CC=C1)[C@H](CC(=O)[O-])NC(=O)NC=1C(N(C=CC1[O-])C)=O.[Na+].[Na+]